COC1=CC=C(C=C1)CNC(=O)NC1=CC=C(C=C1)CC(=O)N1CC2(C1)N(CC2)C N-[(4-methoxyphenyl)methyl]({4-[2-(5-methyl-2,5-diazaspiro[3.3]hept-2-yl)-2-oxoethyl]phenyl}amino)carboxamide